2-fluoro-4-(trifluoromethoxy)benzenesulfonyl chloride FC1=C(C=CC(=C1)OC(F)(F)F)S(=O)(=O)Cl